NC(C(=O)O)(C)C.N1(CCNCC1)CCN 2-(1-piperazineyl)ethylamine 2-aminoisobutyrate